C(C)(C)(C)OC(=O)NCCCCC(NC(CCOCCOCCOCCNC(OCC1C2=CC=CC=C2C=2C=CC=CC12)=O)=O)C(NC(C(=O)OC(C)(C)C)CCCCNC(CCCC1=CC=C(C=C1)CC(C)C)=O)=O tert-butyl 18-(4-((tert-butoxycarbonyl)amino)butyl)-1-(9H-fluoren-9-yl)-21-(4-(4-(4-isobutylphenyl)butanamido)butyl)-3,16,19-trioxo-2,7,10,13-tetraoxa-4,17,20-triazadocosan-22-oate